O=C1CC=2C(=NC(=CC2)C(=O)OC)N1 methyl 2-oxo-2,3-dihydro-1H-pyrrolo[2,3-b]pyridine-6-carboxylate